FC1=C(C=C(C=C1C)C1=C(C(=CC=C1C)OC)C)[C@H](CC(=O)OCC)NC(C(CC(C)C)N1C(C=C(C(=C1)CCN1CC(C1)C)C(F)(F)F)=O)=O (3S)-ethyl 3-(4-fluoro-3'-methoxy-2',5,6'-trimethylbiphenyl-3-yl)-3-(4-methyl-2-(5-(2-(3-methylazetidin-1-yl)ethyl)-2-oxo-4-(trifluoromethyl)pyridin-1(2H)-yl)pentanamido)propanoate